5-(2,5-dimethyl-1,2,3,4-tetrahydroisoquinolin-7-yl)pyrazin-2-amine CN1CC2=CC(=CC(=C2CC1)C)C=1N=CC(=NC1)N